3-(difluoromethyl)-9-methyl-(10,11-2H2)-3,4,7,15-tetraazatricyclo[12.3.1.02,6]Octadeca-1(18),2(6),4,14,16-pentaen-8-one trifluoroacetate salt FC(C(=O)O)(F)F.FC(N1C=2C=3C=CN=C(CCC(C(C(C(NC2C=N1)=O)C)[2H])[2H])C3)F